2-(imidazol-1-yl)-8-(morpholin-4-yl)-N-[(trans)-4-methoxycyclohexyl]quinoline-4-carboxamide N1(C=NC=C1)C1=NC2=C(C=CC=C2C(=C1)C(=O)N[C@@H]1CC[C@H](CC1)OC)N1CCOCC1